1-(2-bromo-6-methoxy-5-methylbenzo[d]thiazol-4-yl)ethanol BrC=1SC2=C(N1)C(=C(C(=C2)OC)C)C(C)O